OC1=C(C(=O)O)C=C(C(=C1)C(=O)NC1=CC=C(C=C1)S(=O)(=O)O)O 2,5-dihydroxy-4-(4-sulfophenylaminocarbonyl)benzoic acid